F[C@@H](C1=CC2=C(SC(=C2)C(=O)O)C=C1)P(=O)(OC1=CC=CC=C1)N[C@H](C(OCC1CCOCC1)=O)C 5-((1R)-fluoro((((S)-1-oxo-1-((tetrahydro-2H-pyran-4-yl)methoxy)propan-2-yl)amino)(phenoxy)phosphoryl)methyl)benzo[b]thiophene-2-carboxylic acid